[Pd](Cl)Cl.C1=CCCC=CCC1 (cycloocta-1,5-diene) palladium (II) dichloride